6-((4-Phenylpiperidin-1-yl)methyl)-3-(2-(trifluoromethyl)pyridin-4-yl)pyrazolo[1,5-a]pyrimidine C1(=CC=CC=C1)C1CCN(CC1)CC=1C=NC=2N(C1)N=CC2C2=CC(=NC=C2)C(F)(F)F